2-(cyclopropylmethoxy)-N-(3-fluoro-4-methoxybenzyl)-6-isobutoxy-3-(4H-1,2,4-triazol-4-yl)benzamide C1(CC1)COC1=C(C(=O)NCC2=CC(=C(C=C2)OC)F)C(=CC=C1N1C=NN=C1)OCC(C)C